FC1=C(C=C(C=C1)C)C1=NN(C=C1C(F)(F)F)C1CC2(CN(C2)C=O)C1 (6-(3-(2-fluoro-5-methylphenyl)-4-(trifluoromethyl)-1H-pyrazol-1-yl)-2-azaspiro[3.3]heptan-2-yl)methanone